(4-((2-hydroxyethyl)(methyl)amino)-benzylidene)-cyanobenzeneacetonitrile OCCN(C1=CC=C(C=C(C#N)C2=C(C=CC=C2)C#N)C=C1)C